COC1=CC=C(CN2C(C(CCC2=O)N2C3=C(C4=CC=C(C=C24)[N+](=O)[O-])C=CC=N3)=O)C=C1 1-(4-methoxybenzyl)-3-(7-nitro-9H-pyrido[2,3-b]indol-9-yl)piperidine-2,6-dione